CC1=C(NC(=C1)C)\C=C\1/C(N(C=CC1)CC1CCOCC1)=O (Z)-3-((3,5-dimethyl-1H-pyrrol-2-yl)methylene)-2-oxo-N-((tetrahydro-2H-pyran-4-yl)methyl)-2,3-dihydro-1H-pyridine